2-(2-isopropoxy-5-methyl-4-(piperidin-4-yl)phenyl)-N4-(2-(isopropylsulfonyl)phenyl)pyrimidine-2,4-diamine C(C)(C)OC1=C(C=C(C(=C1)C1CCNCC1)C)C1(NC=CC(=N1)NC1=C(C=CC=C1)S(=O)(=O)C(C)C)N